O=C1NC(CCC1C=1C=CC2=C(N(C(=N2)N2CCN(CC2)C(=O)OC(C)(C)C)C)C1)=O tert-butyl 4-[6-(2,6-dioxo-3-piperidyl)-1-methyl-benzimidazol-2-yl]piperazine-1-carboxylate